C(C)(C)(C)OC(=O)N1C[C@@H]([C@@H](CC1)NC1=CC=C(C=C1)Cl)C.ClC1=CC=C(N[C@@H]2[C@@H](CN(CC2)C(=O)OC(C)(C)C)C)C=C1 |&1:9,10| tert-butyl (3R,4S)-4-(4-chloroanilino)-3-methyl-piperidine-1-carboxylate Racemic-tert-butyl-(3S,4R)-4-(4-chloroanilino)-3-methyl-piperidine-1-carboxylate